NC=1C=C(CN2CC3(CC2=O)CN(CC3)C3=NC=NC=C3OC3=C(C=C(C=C3)F)C3=CC=NN3C(C)C)C=CC1N 2-(3,4-diaminobenzyl)-7-(5-(4-fluoro-2-(1-isopropyl-1H-pyrazol-5-yl)phenoxy)pyrimidin-4-yl)-2,7-diazaspiro[4.4]Nonan-3-one